C1=CC=CC(C=C1)=O cycloheptatrien-5-one